3-bromo-6-(bromomethyl)-2-chloropyridine BrC=1C(=NC(=CC1)CBr)Cl